[Pd].C1(=CC=CC=C1)\C=C\C(\C=C\C1=CC=CC=C1)=O.C1(=CC=CC=C1)\C=C\C(\C=C\C1=CC=CC=C1)=O.C1(=CC=CC=C1)\C=C\C(\C=C\C1=CC=CC=C1)=O tris((1E,4E)-1,5-diphenylpenta-1,4-dien-3-one) palladium